4-(benzyloxy)benzyl bromide C(C1=CC=CC=C1)OC1=CC=C(CBr)C=C1